8-[(1S,2S)-2-[6-(difluoromethoxy)-3-pyridyl]cyclopropyl]-6-(2,4-dimethoxypyrimidin-5-yl)imidazo[1,2-b]pyridazine FC(OC1=CC=C(C=N1)[C@@H]1[C@H](C1)C=1C=2N(N=C(C1)C=1C(=NC(=NC1)OC)OC)C=CN2)F